6-((5-Methyl-3-(6-methylpyridazin-3-yl)isoxazol-4-yl)methoxy)-N-tetrahydropyran-4-yl-pyridin-3-carboxamid CC1=C(C(=NO1)C=1N=NC(=CC1)C)COC1=CC=C(C=N1)C(=O)NC1CCOCC1